6-(2,6-dichlorophenyl)-N-(2-(piperidin-4-yl)ethyl)-8,9-dihydroimidazo[1',2':1,6]pyrido[2,3-d]pyrimidin-2-amine ClC1=C(C(=CC=C1)Cl)C1=CC2=C(N=C(N=C2)NCCC2CCNCC2)N2C1=NCC2